N-[2-(dimethylamino)ethyl]-2'-ethoxy-[2,3'-bipyridine]-6-carboxamide acetate C(C)(=O)O.CN(CCNC(=O)C1=CC=CC(=N1)C=1C(=NC=CC1)OCC)C